(S)-N-(5-((3-((5-fluoropyridin-2-yl)oxy)pyrrolidin-1-yl)methyl)thiazol-2-yl)acetamide FC=1C=CC(=NC1)O[C@@H]1CN(CC1)CC1=CN=C(S1)NC(C)=O